C(C(C)C)[N+]1(CCCC1)C N-isobutyl-N-methyl-pyrrolidinium